C(C)OC(=O)C=1NC2=CC(=CC(=C2C1)NC1=CC(=C(C=C1)F)[N+](=O)[O-])C 4-((4-fluoro-3-nitrophenyl)amino)-6-methyl-1H-indole-2-carboxylic acid ethyl ester